4-[(3S)-3-aminopyrrolidin-1-yl]-N-{bicyclo[1.1.1]pentan-1-yl}-5-(3-chloro-5-fluorophenyl)-6-cyanopyridine-3-carboxamide N[C@@H]1CN(CC1)C1=C(C=NC(=C1C1=CC(=CC(=C1)F)Cl)C#N)C(=O)NC12CC(C1)C2